ClC1=CC2=C(CCO2)C=C1NC1=NC=C2N(C(N(C2=N1)C1COCC1)=O)C 2-((6-chloro-2,3-dihydrobenzofuran-5-yl)amino)-7-methyl-9-(tetrahydrofuran-3-yl)-7,9-dihydro-8H-purin-8-one